2,2'-diethoxy-4,4'-diaminobiphenyl C(C)OC1=C(C=CC(=C1)N)C1=C(C=C(C=C1)N)OCC